4-(3-fluorophenyl)-1-(5-(isopropylsulfanyl)-4-(4-(trifluoromethyl)piperidin-1-yl)thiazol-2-yl)-3-methyl-1H-pyrazole-5-carboxylic acid FC=1C=C(C=CC1)C=1C(=NN(C1C(=O)O)C=1SC(=C(N1)N1CCC(CC1)C(F)(F)F)SC(C)C)C